(3R,5S)-3-{1-cyclopropyl-[({3-[3-(trifluoromethoxy)phenyl]-1,2-oxazol-5-yl}methyl)carbamoyl]amino}-5-fluoro-N-methylpiperidine-1-carboxamide C1(CC1)N([C@H]1CN(C[C@H](C1)F)C(=O)NC)C(NCC1=CC(=NO1)C1=CC(=CC=C1)OC(F)(F)F)=O